4-iodo-5-methyl-1-[2-(trimethylsilyl)ethoxylmethyl]-1H-pyrazole-3-carboxylate IC=1C(=NN(C1C)COCC[Si](C)(C)C)C(=O)[O-]